COC(\C=C\CC[C@@H](C(=O)NC=1C(N(C=CC1)CC(=O)N[C@@H]1[C@@H]2CC[C@H](C1)C2)=O)NC(=O)C2=CN=CN2C)=O (S,E)-Methyl-7-(1-(2-((1R,2S,4S)-bicyclo[2.2.1]heptan-2-ylamino)-2-oxoethyl)-2-oxo-1,2-dihydropyridin-3-ylamino)-6-(1-methyl-1H-imidazole-5-carboxamido)-7-oxohept-2-enoat